O(C1=CC=CC=C1)C1CCC(CC1)C(=O)O 4-phenoxycyclohexane-1-carboxylic acid